BrC=1N(C(=C(N1)C1=NC2=C(N1)C=C1C(=C2)OC(C(O1)(F)F)(F)F)SCC)C 2-[2-Bromo-5-(ethylsulfanyl)-1-methyl-1H-imidazol-4-yl]-6,6,7,7-tetrafluoro-6,7-dihydro-1H-[1,4]dioxino[2,3-f]benzimidazole